NC1=C(C(N(C2=CC(=CC=C12)OC(F)F)C1=CC=C(C=C1)[C@@H](C)O)=O)C(=O)OC([2H])([2H])[2H] methyl-d3 4-amino-7-(difluoromethoxy)-1-(4-(1-(R)-hydroxyethyl)phenyl)-2-oxo-1,2-dihydroquinoline-3-carboxylate